N1N=NC=2C1=CC=C(C2CCCCCCCCN)CCCCCCCCN benzotriazoledioctylamine